ClC1=C(C=C(C=C1)N(C1=NN(C2=C1CNCC2)C2CCOCC2)C)C(F)F N-[4-Chloro-3-(difluoromethyl)phenyl]-N-methyl-1-(oxan-4-yl)-4H,5H,6H,7H-pyrazolo[4,3-c]pyridin-3-amine